N-{4-[7-(Cyclopropylmethyl)-5-methyl-4-oxo-3-phenyl-4,5,6,7-tetrahydro-1H-pyrrolo[3,2-c]-pyridin-2-yl]pyridin-2-yl}-4,4-difluoro-2-(4-fluorophenyl)butanamide C1(CC1)CC1C2=C(C(N(C1)C)=O)C(=C(N2)C2=CC(=NC=C2)NC(C(CC(F)F)C2=CC=C(C=C2)F)=O)C2=CC=CC=C2